5-amino-3-(4-((5-fluoro-2-methoxybenzoylamino)methyl)phenyl)-1-(4-(piperidin-4-yl)phenyl)-1H-pyrazole-4-carboxamide NC1=C(C(=NN1C1=CC=C(C=C1)C1CCNCC1)C1=CC=C(C=C1)CNC(C1=C(C=CC(=C1)F)OC)=O)C(=O)N